ClC=1C(=CC(=NC1)N1CC2CN(CC2C1)C)N 5-chloro-2-(5-methylhexahydropyrrolo[3,4-c]pyrrol-2(1H)-yl)pyridin-4-amine